[N+](=O)([O-])C1=C(NC(CC(=O)C)=O)C=CC=C1 2'-nitroacetoacetanilide